BrC=1C(=C(C=CC1OCC(C)O)C=1C(CC(NN1)=O)C)F 6-[3-bromo-2-fluoro-4-(2-hydroxypropoxy)phenyl]-5-methyl-4,5-dihydro-2H-pyridazin-3-one